CN([C@@H](C(C)C)C(=O)OC)C(=O)N1C[C@H](N(CC1)C(=O)C1[N@](C1)C(C1=CC=CC=C1)(C1=CC=CC=C1)C1=CC=CC=C1)C methyl N-methyl-N-((R)-3-methyl-4-((S)-1-tritylaziridine-2-carbonyl) piperazine-1-carbonyl)-L-valinate